N-ethyl-N'-(4-(3-((3-methoxybenzyl)oxy)oxetan-3-yl)-2,5-dimethylphenyl)-N-methylformimidamide C(C)N(C=NC1=C(C=C(C(=C1)C)C1(COC1)OCC1=CC(=CC=C1)OC)C)C